C(CCCCC)C(CO)CCCCCCCC 2-hexyldecyl alcohol